methyl (2S)-2-[[(2S)-2-(tert-butoxycarbonylamino)-2-indan-2-yl-acetyl]amino]-3-[(3S)-2-oxopyrrolidin-3-yl]propanoate C(C)(C)(C)OC(=O)N[C@H](C(=O)N[C@H](C(=O)OC)C[C@H]1C(NCC1)=O)C1CC2=CC=CC=C2C1